N1-methyladenosine CN1C(C=2N=CN([C@H]3[C@H](O)[C@H](O)[C@@H](CO)O3)C2N=C1)=N